8-(1-methylpropoxy)carbonyltetracyclo[4.4.0.12,5.17,10]dodec-3-ene CC(CC)OC(=O)C1C2C3C4C=CC(C3C(C1)C2)C4